N1(CCC1)CCO 2-(azetidin-1-yl)ethan-1-ol